N-methyl-N-((8-(4-(trifluoromethyl)phenyl)imidazo[1,2-a]pyrazin-6-yl)methyl)acrylamide CN(C(C=C)=O)CC=1N=C(C=2N(C1)C=CN2)C2=CC=C(C=C2)C(F)(F)F